1-(6-((4-(4-(3-(quinolin-4-yl)pyrazolo[1,5-a]pyrimidin-6-yl)phenyl)piperazin-1-yl)methyl)pyridin-3-yl)dihydropyrimidine-2,4(1H,3H)-dione N1=CC=C(C2=CC=CC=C12)C=1C=NN2C1N=CC(=C2)C2=CC=C(C=C2)N2CCN(CC2)CC2=CC=C(C=N2)N2C(NC(CC2)=O)=O